N-((R)-4,4-difluoro-1-methylpyrrolidin-3-yl)-6-fluoro-5-(1-((S)-1-fluoropropan-2-yl)-1H-benzo[d][1,2,3]triazol-6-yl)-4-methoxypyrrolo[2,1-f][1,2,4]triazin-2-amine FC1([C@@H](CN(C1)C)NC1=NN2C(C(=N1)OC)=C(C(=C2)F)C=2C=CC1=C(N(N=N1)[C@H](CF)C)C2)F